1-((S)-3-((4-((2,3-difluoro-4-(((S)-tetrahydrofuran-2-yl)methoxy)phenyl)amino)-pyrido[3,2-d]pyrimidin-6-yl)oxy)pyrrolidin-1-yl)prop-2-en-1-one FC1=C(C=CC(=C1F)OC[C@H]1OCCC1)NC=1C2=C(N=CN1)C=CC(=N2)O[C@@H]2CN(CC2)C(C=C)=O